C(CC)OC(C1=CN=CC=C1)=O.COC1=CC=C(C[NH-])C=C1 N-4-methoxybenzyl-amide Propyl-nicotinate